OCCNC(=O)C1=NNC2=CN=C(C=C21)C2=CC(=CC=C2)NC(C=C)=O N-(2-hydroxyethyl)-5-[3-(prop-2-enamido)phenyl]-1H-pyrazolo[3,4-c]pyridine-3-carboxamide